N7-(6,7-dihydro-5H-pyrrolo[1,2-a]imidazol-6-yl)pyrazolo[1,5-a]pyrimidine-3,7-dicarboxamide N1=C2N(C=C1)CC(C2)NC(=O)C2=CC=NC=1N2N=CC1C(=O)N